6-Bromo-5-methoxy-2-methyl-2H-indazole BrC=1C(=CC2=CN(N=C2C1)C)OC